6-chloro-3-(methylthio)pyridine ClC1=CC=C(C=N1)SC